CC=1C(=NC=C(N1)C(F)(F)F)N 3-methyl-5-(trifluoromethyl)pyrazin-2-amine